S1C=NC2=C1C(=CN2)CC(C)NCC(CO)(F)F 3-((1-(4H-pyrrolo[2,3-d]thiazol-6-yl)propan-2-yl)amino)-2,2-difluoropropan-1-ol